isopropyl 2-(4-(4-acetylpiperazin-1-yl)phenyl)-3-(3-acrylamido-4-methylphenyl)-1H-pyrrolo[2,3-b]pyridine-5-carboxylate C(C)(=O)N1CCN(CC1)C1=CC=C(C=C1)C1=C(C=2C(=NC=C(C2)C(=O)OC(C)C)N1)C1=CC(=C(C=C1)C)NC(C=C)=O